[SiH2]([SiH3])P([SiH2][SiH3])[SiH2][SiH3] tri(disilanyl)phosphine